CC=1NC(C2=CC=CC=C2C1)=O methyl-1-oxoisoquinolin